C1CCC2=C(C=3CCCC3C=C12)NC(NS(C=1OC=C(C1)COC1CC(C1)N)(=O)=N)=O 3-(1,2,3,5,6,7-hexahydro-s-indacen-4-yl)-1-[imino(oxo)(4-[[(1r,3r)-3-aminocyclobutoxy]methyl]furan-2-yl)-lambda6-sulfanyl]urea